NC1(CCN(CC1)C1=NC(=C(C(=N1)C(=O)N)C1=C(C(=CC=C1)C)Cl)C)C 2-(4-amino-4-methylpiperidin-1-yl)-5-(2-chloro-3-methylphenyl)-6-methylpyrimidine-4-carboxamide